C(C1=CC=CC=C1)N1C(COCC1)(C)CN1N=C2C=CC=CC2=C1Br 4-benzyl-3-[(3-bromoindazol-2-yl)methyl]-3-methyl-morpholine